5-((5-bromo-3-(2,2,2-trifluoroethoxy)pyridin-2-yl)oxy)-N-(4-methyl-1,1-dioxidotetrahydro-2H-thiopyran-4-yl)pyrazolo[1,5-a]pyridine-2-carboxamide BrC=1C=C(C(=NC1)OC1=CC=2N(C=C1)N=C(C2)C(=O)NC2(CCS(CC2)(=O)=O)C)OCC(F)(F)F